C(C1=CC=CC=C1)N1C[C@@](C[C@H](C1)F)(O)C (3R,5R)-1-benzyl-5-fluoro-3-methyl-piperidin-3-ol